FC=1C=C(C=CC1C1=NN2C(N=C(C=C2C2=CC=C(C=C2)C(F)(F)F)C(=O)N2[C@@H](C3=CC=CC=C3CC2)C)=C1)N1C[C@H](CC1)C(=O)N (3S)-1-(3-fluoro-4-{5-[(1R)-1-methyl-1,2,3,4-tetrahydroisoquinoline-2-carbonyl]-7-[4-(trifluoromethyl)phenyl]pyrazolo[1,5-a]pyrimidin-2-yl}phenyl)pyrrolidine-3-carboxamide